N-(2-pentyl)-2-(1-piperazinyl)-N-phenylacetamide trifluoroacetate FC(C(=O)O)(F)F.CC(CCC)N(C(CN1CCNCC1)=O)C1=CC=CC=C1